C(C)OC(=O)C1CCN(CC1)C1=CC(=C(C=C1)C=O)F 1-(3-fluoro-4-formylphenyl)piperidine-4-carboxylic acid ethyl ester